N[C@@H](CC(=O)[O-])C(=O)OC(CC(=O)O)C.[Na+].[Na+].[Na+].C(=O)(O)CC(C)OC([C@@H](N)CC(=O)[O-])=O.C(=O)(O)CC(C)OC([C@@H](N)CC(=O)[O-])=O trisodium (1-carboxypropan-2-yl) aspartate